FC1=C(N)C=CC(=C1C#CC=1C=C2C(=CN1)NN=C2)F 2,4-difluoro-3-(2-[1H-pyrazolo[3,4-c]pyridin-5-yl]ethynyl)aniline